1-hexadecyl-methylimidazole C(CCCCCCCCCCCCCCC)N1C(=NC=C1)C